bis(diethylamino)-2,6-dimethylphenylphosphine C(C)N(CC)P(C1=C(C=CC=C1C)C)N(CC)CC